NC1=CC=CC(=N1)C=1C=C(C=CC1)CC(C(=O)OCCCC)(C)C butyl 3-(3-(6-aminopyridin-2-yl)-phenyl)-2,2-dimethylpropanoate